(E)-2-(2-(2-(thiophen-2-yl)vinyl)phenyl)acetonitrile S1C(=CC=C1)/C=C/C1=C(C=CC=C1)CC#N